NC=1C=C(C=C(C1)C(F)(F)F)C(C)NC1=NN2C(C3=CC(=C(C=C13)OC)OC)=NN=C2C [1-(3-Amino-5-trifluoromethyl-phenyl)-ethyl]-(8,9-dimethoxy-3-methyl-[1,2,4]triazolo[3,4-a]phthalazin-6-yl)-amine